[Si](C)(C)(C(C)(C)C)[C@@]1([C@@H](O[C@@H]([C@H]1O)CO)N1C=NC=2C(=O)NC(N)=NC12)O 2'-TBDMSguanosine